O=CC(=O)O 2-ketoethanoic acid